(R)-N-((7-((R)-1-(4-chlorobenzyl)piperidin-3-yl)-2-methylpyrazolo[1,5-a]pyrimidin-3-yl)methyl)-1-phenylethane-1-amine ClC1=CC=C(CN2C[C@@H](CCC2)C2=CC=NC=3N2N=C(C3CN[C@H](C)C3=CC=CC=C3)C)C=C1